(piperidin-3-yl)methylcarbamate N1CC(CCC1)CNC([O-])=O